OCC(CO)(CO)C(CC(C)(C)C)C 2-hydroxymethyl-2-(1,3,3-trimethylbutyl)propane-1,3-diol